C1(=CC=C(C=C1)C=1OC2=C(N1)C(=CC(=C2)C2=CC=C(C=C2)C=2SC1=C(N2)C=CC=C1)C1=CC=C(C=C1)C=1SC2=C(N1)C=CC=C2)C2=CC=CC=C2 2-([1,1'-biphenyl]-4-yl)-4,6-bis(4-benzothiazol-2-yl-phenyl)-benzoxazole